C(=O)(OC(C)(C)C)N[C@H](CC(=O)O)C1=CC=CC=C1 (R)-N-Boc-3-amino-3-phenylpropionic acid